C12CNCC(CC1)N2C2=CC(=NC=C2)C#CCN2CCOCC2 4-[3-[4-(3,8-diazabicyclo[3.2.1]octan-8-yl)-2-pyridyl]prop-2-ynyl]morpholine